2-(6-bromopyridin-2-yl)-1H-imidazole-4-carbonitrile BrC1=CC=CC(=N1)C=1NC=C(N1)C#N